OC(CC1=C(C=CC(=C1)OC)[N+](=O)[O-])=C1C(OC(OC1=O)(C)C)=O 5-[1-hydroxy-2-(5-methoxy-2-nitrophenyl)ethylidene]-2,2-dimethyl-1,3-dioxane-4,6-dione